P(O)(=O)(OP(=O)(O)OP(=O)(O)O)OC[C@@H]1[C@H]([C@H]([C@@H](O1)N1C=NC=2C(NC)=NC(=NC12)N)O)O N6-methyl-2-amino adenosine-5'-Triphosphate